octafluoropentoxyphosphine FC(C(C(OP)(F)F)(F)F)CC(F)(F)F